(1-(4,5-dimethyl-6-oxo-1,6-dihydropyrimidin-2-yl)-3-methyl-1H-pyrazol-5-yl)-3-chloro-4-fluorobenzamide CC=1N=C(NC(C1C)=O)N1N=C(C=C1C1=C(C(=O)N)C=CC(=C1Cl)F)C